BrC1=C(NN=C1C)NC(=S)NC(OCC)=O ethyl N-[(4-bromo-5-methyl-2H-pyrazol-3-yl)carbamothioyl]carbamate